2-(butyl)oxazoline C(CCC)C=1OCCN1